1,3,4-oxadiazolinone O1C(N=NC1)=O